ClC1=NC=NC=C1C1=NC(=NC=C1)SC 4-chloro-5-(2-methylsulfanyl-pyrimidin-4-yl)pyrimidine